tert-butyl ((S)-1-(((3S,4S)-1-(imidazo[1,5-a]pyridine-8-carbonyl)-4-isopropylpiperidin-3-yl)amino)-3,3-dimethyl-1-oxobutan-2-yl)carbamate C=1N=CN2C1C(=CC=C2)C(=O)N2C[C@H]([C@@H](CC2)C(C)C)NC([C@H](C(C)(C)C)NC(OC(C)(C)C)=O)=O